FC1(CCC(CC1)[C@@H](C(NC=1C=C2CC(CC2=CC1)(C(NC1=C(C=CC=C1)C)=O)N1CC2(CC2)CNC1=O)=O)NC(=O)C1=NON=C1C)F N-((1S)-1-(4,4-difluorocyclohexyl)-2-oxo-2-((2-(6-oxo-5,7-diazaspiro[2.5]octan-5-yl)-2-(o-tolylcarbamoyl)-2,3-dihydro-1H-inden-5-yl)amino)ethyl)-4-methyl-1,2,5-oxadiazole-3-carboxamide